2-methyl-1,3,2-dioxaphospholane 2-oxide CP1(OCCO1)=O